O=C1NC(CCC1N1CC2=CC=C(C=C2C1=O)CNC(OCC1=C(C=C(C=C1)C)C)=O)=O (2,4-dimethylphenyl)methyl N-{[2-(2,6-dioxopiperidin-3-yl)-3-oxo-2,3-dihydro-1H-isoindol-5-yl]methyl}carbamate